5-(1-(((1-methyl-1H-pyrazol-5-yl)methyl)amino)-2,3,4,9-tetrahydro-1H-carbazol-6-yl)isoindolin-1-one CN1N=CC=C1CNC1CCCC=2C3=CC(=CC=C3NC12)C=1C=C2CNC(C2=CC1)=O